5-formyl-4-methoxy-1H-indole-2-carbonitrile C(=O)C=1C(=C2C=C(NC2=CC1)C#N)OC